Cl.CNCCN [2-(methylamino)ethyl]amine hydrochloride